COC1=CC=C(C=C1)C1=CC=C(O1)C(=O)Cl 5-(4-methoxyphenyl)-2-furoyl chloride